ClC=1C=C(C=C(C1)C=1N(N=C2C(N(CCC21)C(C2=C(C(=CC(=C2)F)C2=CNC(=C2)C#N)Cl)=O)C)C)C2(CC2)NS(=O)(=O)C N-[1-[3-chloro-5-[6-[2-chloro-3-(5-cyano-1H-pyrrol-3-yl)-5-fluoro-benzoyl]-2,7-dimethyl-5,7-dihydro-4H-pyrazolo[3,4-c]pyridin-3-yl]phenyl]cyclopropyl]methanesulfonamide